diethyl cyclobutane-1,1-dicarboxylate C1(CCC1)(C(=O)OCC)C(=O)OCC